2-(3-fluoro-5-(((4-(2-((6-(pyridazin-4-yl)-1H-indazol-4-yl)amino)ethoxy)butyl)amino)methyl)phenyl)acetonitrile FC=1C=C(C=C(C1)CNCCCCOCCNC1=C2C=NNC2=CC(=C1)C1=CN=NC=C1)CC#N